2-(3-carboxy-3-hydroxybutan-2-yl)nicotinic acid C(=O)(O)C(C(C)C1=C(C(=O)O)C=CC=N1)(C)O